OC=1C=CC(=C(C1)NC(=O)C1=CNC2=CC=CC=C2C1=O)C N-(5-hydroxy-2-methylphenyl)-4-oxo-1H-quinoline-3-carboxamide